C(#N)C=1C=CC(=C2CNC(C12)=O)C1=CN=C(S1)NC(=O)C1(CCOCC1)F N-(5-(7-cyano-1-oxoisoindolin-4-yl)thiazol-2-yl)-4-fluorotetrahydro-2H-pyran-4-carboxamide